6-bromo-2-methyl-1,2-dihydroisoquinolin-3(4H)-one BrC=1C=C2CC(N(CC2=CC1)C)=O